FC1(CCC(CC1)C1=NC=CC(=C1NC(=O)C=1C=NC(=NC1)C(C)C)C1=NC=CC=C1OC)F N-(2'-(4,4-difluorocyclohexyl)-3-methoxy-[2,4'-bipyridin]-3'-yl)-2-isopropylpyrimidine-5-carboxamide